FCC1=C(N)C=CC=C1 2-fluoromethylaniline